(E)-1-phenyl-8-(3-methylbenzylidene)-7,8-dihydro-1H-pyrazolo[3,4-D]pyrrolo[1,2-a]pyrimidin-4(6H)-one C1(=CC=CC=C1)N1N=CC2=C1N=C/1N(C2=O)CC\C1=C/C1=CC(=CC=C1)C